1-chloro-4-(2-chloro-4-fluorophenyl)-7-isopropoxyisoquinoline ClC1=NC=C(C2=CC=C(C=C12)OC(C)C)C1=C(C=C(C=C1)F)Cl